FC(OC1=CC=CC2=C1[C@@H]1N3C([C@H](OC2=O)C1)=NC1=C3C=C(C(=C1)F)C=1C=NC(=NC1)C(C)(C)O)F (7R,14R)-1-(difluoromethoxy)-10-fluoro-11-[2-(2-hydroxypropan-2-yl)pyrimidin-5-yl]-7H-7,14-methanobenzimidazo[2,1-d][2,5]benzoxazocin-5(14H)-one